C(#N)C(=C1CCN(CC1)C(=O)N(CC)CC)C1=NC=C(C=C1)F 4-(cyano(5-fluoropyridin-2-yl)methylene)-N,N-diethylpiperidine-1-carboxamide